N-(2,2-difluoropropyl)-2-(3-pyridinyl)indazole-5-carboxamide FC(CNC(=O)C1=CC2=CN(N=C2C=C1)C=1C=NC=CC1)(C)F